N-(5-(benzyloxy)-3,4,6-trimethylpyridin-2-yl)-5,6-dimethoxy-1H-indole-2-carboxamide C(C1=CC=CC=C1)OC=1C(=C(C(=NC1C)NC(=O)C=1NC2=CC(=C(C=C2C1)OC)OC)C)C